(1r,4r)-5'-Bromo-4'-chloro-4-methyl-1',2'-dihydrospiro[cyclohexane-1,3'-pyrrolo[2,3-b]pyridine]-4-carbonitrile BrC=1C(=C2C(=NC1)NCC21CCC(CC1)(C#N)C)Cl